C(C)(C)(C)OC(CC[C@H](C(=O)N)N)=O (R)-4,5-diamino-5-oxopentanoic acid tert-butyl ester